N1C=CC=2C1=CN=CC2C=2C(=C1CCCC1=CC2)NC(=O)NS(=O)(=O)C=2SC=C(C2)C(C)(C)O N-((5-(1H-pyrrolo[2,3-c]pyridin-4-yl)-2,3-dihydro-1H-inden-4-yl)carbamoyl)-4-(2-hydroxypropan-2-yl)thiophene-2-sulfonamide